tert-butyl (2-fluoro-3-((7-((4-methoxybenzyl)oxy)-2-oxo-2H-benzo[e][1,3]oxazin-3(4H)-yl)methyl)phenyl)carbamate FC1=C(C=CC=C1CN1C(OC2=C(C1)C=CC(=C2)OCC2=CC=C(C=C2)OC)=O)NC(OC(C)(C)C)=O